CN1C(NC2=CC=CC=C2C1)=O 3-methyl-1,4-dihydroquinazolin-2-one